[Se](N)(O)(=O)=O selenic acid amide